3-[1-(Cyclopropylmethyl)-5-oxopyrrolidin-2-yl]-3-oxo-2-(1λ4-thiolan-1-ylidene)-propanenitrile C1(CC1)CN1C(CCC1=O)C(C(C#N)=S1CCCC1)=O